2-(5-methoxy-1,3-dimethyl-2-oxoindolin-3-yl)acetaldehyde COC=1C=C2C(C(N(C2=CC1)C)=O)(C)CC=O